N(=[N+]=[N-])CC1=CN=C(S1)Cl 5-(azidomethyl)-2-chlorothiazole